(5-((6-amino-2-ethoxy-8-methoxy-9H-purin-9-yl)methyl)pyridin-2-yl)-methanol NC1=C2N=C(N(C2=NC(=N1)OCC)CC=1C=CC(=NC1)CO)OC